FC(CN1C(=NC2=C1C=C(C=C2)C=2C=CN1N=C(N=C(C12)OC)N[C@@H]1[C@@H](CN(CC1)CCF)F)C)F 5-(1-(2,2-difluoroethyl)-2-methyl-1H-benzo[d]imidazol-6-yl)-N-((3R,4S)-3-fluoro-1-(2-fluoroethyl)piperidin-4-yl)-4-methoxypyrrolo[2,1-f][1,2,4]triazin-2-amine